6-ethynyl-tryptophan C(#C)C=1C=C2NC=C(C[C@H](N)C(=O)O)C2=CC1